4-fluoro-3-isopropoxyaniline magnesium carbonat C([O-])([O-])=O.[Mg+2].FC1=C(C=C(N)C=C1)OC(C)C